FC=1C=C(C=CC1OC1=CC=NC2=CC(=C(C=C12)OC)OCCOC)NC(=O)C=1C(N(C(=CC1)C)C1=C(C=C(C=C1)F)C)=O N-[3-fluoro-4-[[6-methoxy-7-(2-methoxyethoxy)-4-quinolyl]oxy]phenyl]-1-(4-fluoro-2-methyl-phenyl)-6-methyl-2-oxo-pyridine-3-carboxamide